N-(4-(4-(allylsulfonylamino)cyclohex-1-en-1-yl)-1H-pyrrolo[2,3-b]pyridin-6-yl)cyclopropylcarboxamide C(C=C)S(=O)(=O)NC1CC=C(CC1)C1=C2C(=NC(=C1)NC(=O)C1CC1)NC=C2